CN(C=1C=C(C=CC1)CN[C@H](C(=O)O)CCC(C)(C)C)C (2S)-2-({[3-(dimethylamino)phenyl]methyl}amino)-5,5-dimethylhexanoic acid